2-((4-butylphenyl)sulfonamido)benzamide C(CCC)C1=CC=C(C=C1)S(=O)(=O)NC1=C(C(=O)N)C=CC=C1